5-p-hydroxyphenyl-10,15,20-triphenylporphyrin OC1=CC=C(C=C1)C=1C2=CC=C(N2)C(=C2C=CC(C(=C3C=CC(=C(C=4C=CC1N4)C4=CC=CC=C4)N3)C3=CC=CC=C3)=N2)C2=CC=CC=C2